1-(((3S)-1-((3-cyano-1-azetidinyl)sulfonyl)-3-piperidinyl)carbonyl)-N-((1R)-1-(4-cyanophenyl)ethyl)-D-prolinamide C(#N)C1CN(C1)S(=O)(=O)N1C[C@H](CCC1)C(=O)N1[C@H](CCC1)C(=O)N[C@H](C)C1=CC=C(C=C1)C#N